BrC=1C=CC=2N(C1)N=C(N2)C(=O)OCC ethyl 6-bromo-[1,2,4]triazolo[1,5-a]pyridine-2-carboxylate